(+-)-2,4-Dimethyl-4-phenyltetrahydrofuran CC1OCC(C1)(C1=CC=CC=C1)C